NC1=NC=NN2C1=C(C(=N2)C2=CC=C(C=C2)NC(C=C)=O)C2=CC=C(C=C2)OC2CCC(CC2)(F)F N-(4-(4-amino-5-(4-((4,4-difluorocyclohexyl)oxy)phenyl)pyrazolo[5,1-f][1,2,4]triazin-6-yl)phenyl)acrylamide